3-aza-tetrahydropyran O1CNCCC1